C(C)(C)(C)OC(=O)N[C@@H](CC1=CC(=CC(=C1)F)F)C1=C(C=C2C(=N1)C=NN2COCC[Si](C)(C)C)C=2C=C(C(=O)OC)C=CC2 Methyl (S)-3-(5-(1-((tert-butoxycarbonyl)amino)-2-(3,5-difluorophenyl)ethyl)-1-((2-(trimethylsilyl)ethoxy)methyl)-1H-pyrazolo[4,3-b]pyridin-6-yl)benzoate